ClC1=CC(=C(C=C1)C1C(C(NC1CC(C)(C)C)C(=O)O)C1=CC=C(C=C1)Cl)F 4-(4-chloro-2-fluorophenyl)-3-(4-chlorophenyl)-5-neopentylpyrrolidine-2-carboxylic acid